ClC=1C=NC=C(C1[C@@H](C)OC=1C=C2C(=NNC2=CC1)C1=C(C(=NC=C1)N1CC(C1)(C)NCCO)C#N)Cl [5-[(1R)-1-(3,5-dichloro-4-pyridinyl)ethoxy]-1H-indazol-3-yl]-2-[3-(2-hydroxyethylamino)-3-methyl-azetidin-1-yl]pyridine-3-carbonitrile